OC(CCC[Sn]=O)O dihydroxybutyltin oxide